CN1N=C(C=C1C)[N+](=O)[O-] 1,5-dimethyl-3-nitro-1H-pyrazole